NC=1C=CC(=NC1)N(CCN(C(=O)OC(C)(C)C)C1=NC=C(C=C1)N)C(=O)OC(C)(C)C bis(5-amino-2-pyridinyl)-N,N'-di(t-butoxycarbonyl)ethylenediamine